C(C)(C)(C)O[C@H](C(=O)O)C=1C(=NC2=CC=CC=C2C1C1=CC=C(C=C1)Cl)C (S)-2-(tert-butoxy)-2-(4-(4-chlorophenyl)-2-methylquinolin-3-yl)acetic acid